1-[4-[2-(5-isopropoxy-1-tetrahydropyran-2-yl-indazol-3-yl)pyrimidin-4-yl]pyrazol-1-yl]-2-Methyl-propan-2-ol C(C)(C)OC=1C=C2C(=NN(C2=CC1)C1OCCCC1)C1=NC=CC(=N1)C=1C=NN(C1)CC(C)(O)C